[N+](=O)([O-])C1=CC=C(C=C1)C1CCN(CC1)C1CCC2(CCNCC2)CC1 9-[4-(4-nitrophenyl)-1-piperidyl]-3-azaspiro[5.5]undecane